bis(2-methyl-1-naphthoyl)-2,5-dimethylphenyl-phosphine oxide CC1=C(C2=CC=CC=C2C=C1)C(=O)P(C1=C(C=CC(=C1)C)C)(C(=O)C1=C(C=CC2=CC=CC=C12)C)=O